CC1=C(C(=O)C2=CC=C(C=C2)C2=CC=CC=C2)C(=CC(=C1)C)C 2,4,6-trimethyl-4'-phenyl-benzophenone